N-cyclopropyl-2-(difluoromethoxy)-4-[7-(3-hydroxy-2,2-dimethyl-propoxy)imidazo[1,2-a]pyridin-3-yl]-6-methoxy-benzamide C1(CC1)NC(C1=C(C=C(C=C1OC)C1=CN=C2N1C=CC(=C2)OCC(CO)(C)C)OC(F)F)=O